4-cyclopropyl-6-(1,2-dihydroxyethyl)-2h,3h-pyrrolo[3,4-c]pyridin-1-one C1(CC1)C1=NC(=CC2=C1CNC2=O)C(CO)O